ClC=1C=NN(C1C1=NN2C(N(C(CC2)=O)CC2=CC(=C(C=C2)C=2N(C=C(N2)F)C(C)C)Cl)=C1)C(C)C 2-(4-chloro-1-isopropyl-1H-pyrazol-5-yl)-4-(3-chloro-4-(4-fluoro-1-isopropyl-1H-imidazol-2-yl)benzyl)-6,7-dihydropyrazolo[1,5-a]pyrimidin-5(4H)-one